The molecule is a sulfur oxoacid. It is a conjugate acid of a hydrogensulfite. It is a tautomer of a sulfonic acid. OS(=O)O